di(triethoxysilyl)propane C(C)O[Si](OCC)(OCC)C(C)(C)[Si](OCC)(OCC)OCC